2-((3-(tert-butyl)pyrazin-2-yl)oxy)-N-(4-(methylsulfonamido)phenyl)acetamide C(C)(C)(C)C=1C(=NC=CN1)OCC(=O)NC1=CC=C(C=C1)NS(=O)(=O)C